5-amino-2-(4-aminophenyl)-1H-benzimidazole NC1=CC2=C(NC(=N2)C2=CC=C(C=C2)N)C=C1